BrC1=C(C=C(C=C1Cl)NC1=NC=C(C(=N1)N[C@H]1[C@@H](CCCC1)C#N)C(F)(F)F)CO[Si](C)(C)C(C)(C)C (trans)-2-((2-((4-bromo-3-(((tert-butyldimethylsilyl)oxy)methyl)-5-chlorophenyl)amino)-5-(trifluoromethyl)pyrimidin-4-yl)amino)cyclohexanecarbonitrile